7-chloro-3-(4-chlorophenyl)-3,4-dihydroacridine-1,9(2H,10H)-dione ClC1=CC=C2NC=3CC(CC(C3C(C2=C1)=O)=O)C1=CC=C(C=C1)Cl